C(C)(=O)OCCCCC\C=C/CCO (6Z)-9-hydroxy-6-nonenyl acetate